C(C)(C)OC(CCNC=1N=NC2=C(N1)C=C(C=C2)C2=CN=CS2)=O 3-((3-isopropoxy-3-oxopropyl)amino)-6-(thiazol-5-yl)benzo[e][1,2,4]triazine